4-(furo[3,2-c]pyridin-4-yl)-N-[1-(4-methylpyridin-2-yl)piperidin-4-yl]benzamide O1C=CC=2C(=NC=CC21)C2=CC=C(C(=O)NC1CCN(CC1)C1=NC=CC(=C1)C)C=C2